CC1(C2=CC=CC=C2C=2C=CC=C(C12)C=1C=CC2=C(C=CC=3N(C=4C=CC(=CC4C23)C2=CC=CC=3C4=CC=CC=C4C(C23)(C)C)C2=CC=C(C=C2)C)C1)C 3,10-bis(9,9-dimethyl-fluoren-1-yl)-7-(p-tolyl)-7H-benzo[c]Carbazole